rac-(1R,2S,5R)-1-amino-5-(2-boronoethyl)-2-((isopropyl(methyl)amino)methyl)cyclohexanecarboxylic acid N[C@]1([C@@H](CC[C@H](C1)CCB(O)O)CN(C)C(C)C)C(=O)O |r|